2-(4-methoxyphenyl)-5-methyl-4-(4-phenoxybenzyl)oxazole COC1=CC=C(C=C1)C=1OC(=C(N1)CC1=CC=C(C=C1)OC1=CC=CC=C1)C